(E)-tert-butyl-dimethyl-((4-(4,4,5,5-tetramethyl-1,3,2-dioxaborolan-2-yl)but-3-en-1-yl)oxy)silane C(C)(C)(C)[Si](OCC\C=C\B1OC(C(O1)(C)C)(C)C)(C)C